ClC=1C=C(C=CC1Cl)C=CC(=O)NC1=C(C(=NN1)C1=CC=NC=C1)C 3-(3,4-dichlorophenyl)-N-(4-methyl-3-(pyridin-4-yl)-1H-pyrazol-5-yl)propenamide